ClC1=CC=C(C=C1)C1=CC(CCC1)(F)F 1-(4-chlorophenyl)-3,3-difluorocyclohexene